FC(OC1=C(C=CC(=C1)C(F)(F)F)C=1C=2N(C(=NN1)N[C@H]1CN(CCC1)CCO)N=C(C2)C)F (R)-2-(3-((4-(2-(difluoromethoxy)-4-(trifluoromethyl)phenyl)-2-methylpyrazolo[1,5-d][1,2,4]triazin-7-yl)amino)piperidin-1-yl)ethan-1-ol